BrC=1C=C(C=CC1)N1CCN(CC1)CC=1C=C2C(N(C(C2=CC1)=O)N1C(NC(CC1)=O)=O)=O 5-((4-(3-bromophenyl)piperazin-1-yl)methyl)-2-(2,4-dioxotetrahydropyrimidin-1(2H)-yl)isoindoline-1,3-dione